C(CC(C(=O)[O-])[NH3+])C[NH+]=C(N)N The molecule is an alpha-amino-acid cation. It is a conjugate base of an argininium(2+). It is a conjugate acid of an arginine.